7-Bromo-8-((cis-4-hydroxycyclohexyl)oxy)-N-(3-((S-methylsulfonyl)methyl)phenyl)quinazoline-2-Amine BrC1=CC=C2C=NC(=NC2=C1O[C@@H]1CC[C@@H](CC1)O)NC1=CC(=CC=C1)CS(=O)(=O)C